3-(4-methylbenzylidene)pyrrolidine-2,5-dione CC1=CC=C(C=C2C(NC(C2)=O)=O)C=C1